Racemic-5-fluoro-N-(8-fluoro-6-oxo-1,4,5,6-tetrahydro-2H-pyrano[3,4-c]isoquinolin-1-yl)-N-methyl-6-(trifluoromethyl)nicotinamide FC=1C(=NC=C(C(=O)N(C)[C@H]2COCC=3NC(C=4C=C(C=CC4C32)F)=O)C1)C(F)(F)F |r|